1-[5-(5-chloro-2-methoxypyridin-4-yl)-1H-pyrazole-3-carbonyl]-N-[(2r,4r)-2-methyl-3,4-dihydro-2H-1-benzopyran-4-yl]piperidine-4-carboxamide ClC=1C(=CC(=NC1)OC)C1=CC(=NN1)C(=O)N1CCC(CC1)C(=O)N[C@@H]1C[C@H](OC2=C1C=CC=C2)C